C(C)(=O)C1=NC=CC2=C1CN(C2=O)C2=CC(=CC=C2)[C@@H](CC2=NN=CN2C)C 4-acetyl-2-[3-[(2R)-1-(4-methyl-4H-1,2,4-triazol-3-yl)propan-2-yl]phenyl]-1H,2H,3H-pyrrolo[3,4-c]pyridin-1-one